CC1OC(C2C(O1)C1=CC=CC=C1C2)C 2,4-dimethyl-4,4a,5,9b-tetrahydroindeno[1,2-d][1,3]dioxine